1,3-bis((t-butyldimethylsilyl)oxy)benzene [Si](C)(C)(C(C)(C)C)OC1=CC(=CC=C1)O[Si](C)(C)C(C)(C)C